((1R,8S,9s)-bicyclo[6.1.0]non-4-yn-9-yl)methanol C1C[C@@H]2[C@@H](C2CO)CCC#C1